C(C1=CC=CC=C1)C1=CC=C(C=2C(C3=C(C=CC(=C3C(C12)=O)CC1=CC=CC=C1)CC1=CC=CC=C1)=O)CC1=CC=CC=C1 1,4,5,8-tetrabenzylanthraquinone